Cl.F[C@@]1(C[C@H](NC1)C(=O)OCC1=CC=CC=C1)CF benzyl (2S,4R)-4-fluoro-4-(fluoromethyl)pyrrolidine-2-carboxylate hydrochloride